COC(=O)C1=C(NC(=C(C1C=1C2=C(SC1)C(=CC=C2)C#N)C#N)C)N 2-amino-5-cyano-4-(7-cyanobenzo[b]thiophen-3-yl)-6-methyl-1,4-dihydropyridine-3-carboxylic acid methyl ester